5-ETHYL-2-AMINO-PHENOL C(C)C=1C=CC(=C(C1)O)N